[C@H]12OC[C@H](N(C1)CCCCN1C3=C(OC4=C1N=CC(=C4)Br)C=C(C(=C3)C)Br)C2 10-(4-((1R,4R)-2-oxa-5-azabicyclo[2.2.1]heptan-5-yl)butyl)-3,7-dibromo-8-methyl-10H-benzo[b]pyrido[2,3-e][1,4]oxazine